6-(4-Methylphenethyl)-1-(2-((tetrahydro-2H-pyran-2-yl)oxy)ethyl)-1H-indole CC1=CC=C(CCC2=CC=C3C=CN(C3=C2)CCOC2OCCCC2)C=C1